7-(3,3-dimethylpiperazin-1-yl)-2-(2-methylimidazo[1,2-b]pyridazin-6-yl)pyrido[1,2-a]pyrimidin-4-one CC1(CN(CCN1)C=1C=CC=2N(C(C=C(N2)C=2C=CC=3N(N2)C=C(N3)C)=O)C1)C